(1R,2S,5S)-3-(4,7-difluoro-1H-indole-2-carbonyl)-N-((S)-1-hydroxy-3-((S)-2-oxopyrrolidin-3-yl)propan-2-yl)-6,6-dimethyl-3-azabicyclo[3.1.0]hexane-2-carboxamide FC1=C2C=C(NC2=C(C=C1)F)C(=O)N1[C@@H]([C@H]2C([C@H]2C1)(C)C)C(=O)N[C@H](CO)C[C@H]1C(NCC1)=O